6-((4-chloro-2-fluorobenzyl)oxy)-[2,4'-bipyridine]-2'(1'H)-one ClC1=CC(=C(COC2=CC=CC(=N2)C2=CC(NC=C2)=O)C=C1)F